5-(1H-imidazol-1-yl)-2-(6-(methyl-(2,2,6,6-tetramethylpiperidin-4-yl)amino)-1,2,4-triazin-3-yl)phenol N1(C=NC=C1)C=1C=CC(=C(C1)O)C=1N=NC(=CN1)N(C1CC(NC(C1)(C)C)(C)C)C